COC1=CC(=CC2=C1O[C@@H]([C@H]2CO)C3=CC(=C(C=C3)O)OC)CCCO The molecule is a member of 1-benzofurans, a member of guaiacols, a guaiacyl lignin and a primary alcohol. It is an enantiomer of a (2R,3S)-dihydrodehydrodiconiferyl alcohol.